(3,5-dimethyl-1-adamantyl)amine hydrochloride Cl.CC12CC3(CC(CC(C1)(C3)C)C2)N